2-(4-methyl-3-nitrophenyl)-5-(1H-pyrrolo[2,3-b]pyridin-4-yl)-1-{[2-(trimethylsilyl)ethoxy]methyl}-1H-pyrrole-3-carboxylic acid CC1=C(C=C(C=C1)C=1N(C(=CC1C(=O)O)C1=C2C(=NC=C1)NC=C2)COCC[Si](C)(C)C)[N+](=O)[O-]